2-Amino-7-fluoro-4-(5-fluoro-3-((3R,4R)-3-(isopropylamino)-4-methoxypyrrolidin-1-yl)-7,9-dihydrofuro[3,4-f]quinazolin-6-yl)thieno[3,2-c]pyridine-3-carbonitrile NC1=C(C=2C(=NC=C(C2S1)F)C=1C2=C(C=3C=NC(=NC3C1F)N1C[C@H]([C@@H](C1)OC)NC(C)C)COC2)C#N